1-[2-(methylsulfanyl)ethyl]piperazine CSCCN1CCNCC1